N1=C(N)N=C(N)N=C1N.P(=O)(O)(O)[O-].[Al+3].P(=O)(O)(O)[O-].P(=O)(O)(O)[O-] aluminum dihydrogen phosphate melamine salt